ClC1=C(C=CC=C1)C(=CC(=O)[O-])C.[Na+] sodium 3-o-chlorophenyl-2-butenoate